ClC1=CC=C(C=C1)C1=C(CCC(C1)(C)C)CN1CC2N(C(C1)C2)C(=O)C=2C=C1CN(C(C1=CC2)=O)C2C(NC(CC2)=O)=O 3-(5-(3-((4'-chloro-5,5-dimethyl-3,4,5,6-tetrahydro-[1,1'-biphenyl]-2-yl)methyl)-3,6-diazabicyclo[3.1.1]heptane-6-carbonyl)-1-oxoisoindolin-2-yl)piperidine-2,6-dione